O=C1[C@@]2(C=3C(=NC=CC3)N1COCC[Si](C)(C)C)CC1=C(SC(=C1)C(=O)OCC)C2 Ethyl (S)-2'-oxo-1'-((2-(trimethylsilyl)ethoxy)methyl)-1',2',4,6-tetrahydrospiro[cyclopenta[b]thiophene-5,3'-pyrrolo[2,3-b]pyridine]-2-carboxylate